ls-5-fluorouracil FC=1C(NC(NC1)=O)=O